1-ethyl-5-methyl-2-phenyl-1H-benzo[d]imidazole C(C)N1C(=NC2=C1C=CC(=C2)C)C2=CC=CC=C2